2-(6-(3-(Difluoromethyl)-4-fluorophenyl)-1H-pyrazolo[4,3-b]pyridin-1-yl)-1-(5-fluoropyridin-2-yl)ethan-1-one FC(C=1C=C(C=CC1F)C=1C=C2C(=NC1)C=NN2CC(=O)C2=NC=C(C=C2)F)F